COC(=O)C=1C(N(C2=CC(=CC=C2C1N)NC1CC1)C1=CC=C(C=C1)C(C)O)=O 4-Amino-7-(cyclopropylamino)-1-(4-(1-hydroxyethyl)phenyl)-2-oxo-1,2-dihydroquinoline-3-carboxylic acid methyl ester